N[C@@H]1CCC2=C(NC1=O)C=CC=N2 |r| Racemic-7-amino-5,7,8,9-tetrahydropyrido[3,2-b]azepin-6-one